tetracosyl n-docosanoate C(CCCCCCCCCCCCCCCCCCCCC)(=O)OCCCCCCCCCCCCCCCCCCCCCCCC